S1C=NC2=C1C=C(C=C2)NC2=NC=NC1=CC(=C(C=C21)NC2CCN(CC2)C(=O)OC(C)(C)C)C2=NN(C=C2)C tert-butyl 4-((4-(benzo[d]thiazol-6-ylamino)-7-(1-methyl-1H-pyrazol-3-yl)quinazolin-6-yl)amino)piperidine-1-carboxylate